C(CCCCCCC\C=C/CCCCCCCC)(=O)O.[Na].[Na] disodium oleic acid